4-(4-(aminomethyl)benzyl)-2-pentyl-1,2,4-thiadiazolidine-3,5-dione NCC1=CC=C(CN2C(N(SC2=O)CCCCC)=O)C=C1